C(C)(=O)C1=CN(C2=CN=C(C=C21)C=2C=NC=NC2)CC(=O)N(C2CC2)CC(=O)NCC2=C(C(=CC=C2)Cl)F 2-(3-acetyl-5-(pyrimidin-5-yl)-1H-pyrrolo[2,3-c]pyridin-1-yl)-N-(2-((3-chloro-2-fluorophenylmethyl)amino)-2-oxoethyl)-N-cyclopropylacetamide